C(C)(C)(C)OC(=O)N1CC=CC=C1.IC1CCNCC1 4-iodopiperidine tert-butyl-pyridine-1-carboxylate